4-(quinazolinylthio)cyclohexanone N1=C(N=CC2=CC=CC=C12)SC1CCC(CC1)=O